(4-(7-((3-(4-(4-(cyclopropylsulfonyl)piperazin-1-yl)piperidin-1-yl)propyl)amino)thieno[3,2-b]pyridin-5-yl)phenyl)(thiomorpholino)methanone C1(CC1)S(=O)(=O)N1CCN(CC1)C1CCN(CC1)CCCNC1=C2C(=NC(=C1)C1=CC=C(C=C1)C(=O)N1CCSCC1)C=CS2